BrC=1C=C2C(=NC=NC2=CC1)NCC1=CC(=CC=C1)Cl 6-bromo-N-(3-chlorobenzyl)quinazolin-4-amine